CC(C[C@H]1C(N(CCN1)[C@H](C(N1[C@H](CC2(OCC(CO2)CN2CCCC2)CC1)C)=O)C)=O)C (3S)-3-(2-methylpropyl)-1-[(2S)-1-oxo-1-[(3s,6s,8S)-8-methyl-3-(pyrrolidin-1-ylmethyl)-1,5-dioxa-9-azaspiro[5.5]undec-an-9-yl]propan-2-yl]piperazin-2-one